C(C1=CC=CC=C1)OC1=CC(=C(C(=C1N(C(C(F)(F)F)=O)CC(=O)OC)F)C[C@@H](CO)NC(=O)OC(C)(C)C)Br methyl {[6-(benzyloxy)-4-bromo-3-{(2S)-2-[(tert-butoxycarbonyl)amino]-3-hydroxypropyl}-2-fluorophenyl](trifluoroacetyl)amino}acetate